allyldi(n-butyl)silane C(C=C)[SiH](CCCC)CCCC